CCCCCCCCCCCCCCCCCCCC(=O)O[C@H](COC(=O)CC/C=C\C/C=C\C/C=C\C/C=C\C/C=C\CCCCC)COP(=O)([O-])OCC[N+](C)(C)C 1-Docosapentaenoyl-2-arachidonyl-sn-glycero-3-phosphocholine